ClC=1C=CC=C2C(CC(OC12)(CO)C1=C(C=C(C=C1)C(F)(F)F)OCCCNS(N)(=O)=O)=O 8-chloro-4-oxo-2-[2-[3-(sulfamoylamino)propoxy]-4-(trifluoromethyl)phenyl]chromeneMethanol